tri-n-butyltin C(CCC)[Sn](CCCC)CCCC